2-[7-benzyloxy-1-[[1-(4-bromophenyl)sulfonylcyclopropyl]methyl]-1-methyl-heptoxy]tetrahydropyran C(C1=CC=CC=C1)OCCCCCCC(OC1OCCCC1)(C)CC1(CC1)S(=O)(=O)C1=CC=C(C=C1)Br